C(C)OC(C1=C(C=CC(=C1)C1=CC=2N(C=C1)N=C(N2)N)C)=O.C(#N)CNC(C2=C(N=C(C=C2)C(F)(F)F)C(F)(F)F)=O N-cyanomethyl-bis(trifluoromethyl)nicotinamide ethyl-5-(2-amino-[1,2,4]triazolo[1,5-a]pyridin-7-yl)-2-methylbenzoate